COC(C1=C(C(=CC=C1)CBr)F)=O 3-(bromomethyl)-2-fluorobenzoic acid methyl ester